3-chloro-2-(2-fluoro-6-(3-fluoro-1-methyl-1H-pyrazol-4-yl)phenyl)-N-((3S,6R)-6-(hydroxymethyl)tetrahydro-2H-pyran-3-yl)imidazo[1,2-a]pyridine-7-carboxamide ClC1=C(N=C2N1C=CC(=C2)C(=O)N[C@@H]2CO[C@H](CC2)CO)C2=C(C=CC=C2C=2C(=NN(C2)C)F)F